COC1=NC2=C(N1CCCC1=CC=CC=C1)C=CC(=C2)C2CCN(CC2)C 2-methoxy-5-(1-methylpiperidin-4-yl)-N-(3-phenylpropyl)-1H-benzo[d]Imidazole